CC1=C(C#N)C=CC=C1[C@@H](C)NC1=C2C(=C(N=N1)C)C=NC(=C2)N2C[C@@H]1N(CCC[C@@H]1C2)C 2-methyl-3-((R)-1-((4-methyl-7-((4aR,7aR)-1-methyloctahydro-6H-pyrrolo[3,4-b]pyridin-6-yl)pyrido[3,4-d]pyridazin-1-yl)amino)ethyl)benzonitrile